(Ethane-1,2-diyl)bis(2-(4-chloro-2-fluoro-6-(5-oxo-4,5-dihydro-1,3,4-oxadiazol-2-yl)phenyl)-4-methoxy-1H-benzo[d]imidazole-5-carboxamide) C(CN1C(=NC2=C1C=CC(=C2OC)C(=O)N)C2=C(C=C(C=C2C=2OC(NN2)=O)Cl)F)N2C(=NC1=C2C=CC(=C1OC)C(=O)N)C1=C(C=C(C=C1C=1OC(NN1)=O)Cl)F